3-ethyl-5-fluoro-3-methyl-1-tetrahydropyran-2-yl-pyrrolo[2,3-b]Pyridin-2-one C(C)C1(C(N(C2=NC=C(C=C21)F)C2OCCCC2)=O)C